CN1N=CC=2N=C(N=C(C21)NCC2=CC=C(C=C2)B(O)O)C2=CC=NC=C2 4-([[1-methyl-5-(pyridin-4-yl)pyrazolo[4,3-d]pyrimidin-7-yl]amino]methyl)phenyl-boronic acid